2-(((3R,5S)-1-(tert-butoxycarbonyl)-5-(ethoxycarbonyl)-3-fluoropyrrolidin-3-yl)methoxy)acetic acid C(C)(C)(C)OC(=O)N1C[C@@](C[C@H]1C(=O)OCC)(F)COCC(=O)O